C(C=1C(C(=O)[O-])=CC=CC1)(=O)OCC(C)(O)OC(C=C)=O 2-acryloyloxy-2-hydroxypropyl phthalate